C(C(C)C)(=O)O[C@@H]1[C@H](O[C@H](C1(F)F)N1C(N=C(C=C1)NC(C(CCC)CCC)=O)=O)CO (2R,3R,5R)-4,4-difluoro-2-(hydroxymethyl)-5-(2-oxo-4-(2-propylpentanamido)-1,2-dihydropyrimidin-1-yl)oxolan-3-yl isobutyrate